1-((4-methoxyphenyl)thio)-2,2,6,6-tetramethylpiperidin-4-one COC1=CC=C(C=C1)SN1C(CC(CC1(C)C)=O)(C)C